ClC=1C(=CC=2N(N1)C(=NN2)C2=CC=C(C=C2)F)[Si](C)(C)C 6-chloro-3-(4-fluorophenyl)-7-(trimethylsilyl)-[1,2,4]triazolo[4,3-b]pyridazine